C(C)(C)(C)OC(=O)N1C[C@@H]2COC3=C(C(N2CC1)=O)C=C(C(=C3F)Br)I (12AR)-9-bromo-10-fluoro-8-iodo-6-oxo-3,4,12,12a-tetrahydro-6H-pyrazino[2,1-c][1,4]benzoxazepine-2(1H)-carboxylic acid tert-butyl ester